(tosyloxy)carbodiimide di-cyanide [C-]#N.[C-]#N.S(=O)(=O)(C1=CC=C(C)C=C1)ON=C=N